2,6-di-tert-butyl-4-benzylidene-cyclohex-2,5-dien-1-one C(C)(C)(C)C=1C(C(=CC(C1)=CC1=CC=CC=C1)C(C)(C)C)=O